COC(\C(=C\OC)\C1=C(C=CC=C1)OC1=NC=NC(=C1)OC=1C(=NC=CC1)Cl)=O (E)-2-{2-[6-(2-chloropyridin-3-yloxy)pyrimidin-4-yloxy]phenyl}-3-methoxyacrylic acid methyl ester